CC=1N=C(C2=C(N1)N=C(C(=C2)N2C[C@@H](CC2)NC(C)=O)C)N[C@H](C)C2=C(C(=CC=C2)C(F)(F)F)C N-{(3R)-1-[2,7-dimethyl-4-({(1R)-1-[2-methyl-3-(trifluoromethyl)phenyl]ethyl}amino)pyrido[2,3-d]pyrimidin-6-yl]pyrrolidin-3-yl}acetamide